COC1=CC=C(C=C1)CN(S(=O)(=O)C1=CC(=C(C=C1)NC1=NC=C(C=N1)C(F)(F)F)C=1N=CN(C1)C)C N-[(4-Methoxyphenyl)methyl]-N-methyl-3-(1-methylimidazol-4-yl)-4-[[5-(trifluoromethyl)pyrimidin-2-yl]amino]benzenesulfonamide